C(C)(C)(C)OC(=O)N1[C@H](C[C@@H](C1)O[Si](C1=CC=CC=C1)(C1=CC=CC=C1)C(C)(C)C)C#C.ClC1=CNC2=C(C=CC(=C12)I)NC(C(F)(F)F)=O (3-chloro-4-iodo-1H-indol-7-yl)-2,2,2-trifluoroacetamide tert-Butyl-(2R,4S)-4-((tert-butyldiphenylsilyl)oxy)-2-ethynylpyrrolidine-1-carboxylate